1-hydroxy-5-methoxy-2,3,1-benzoxazaborinin OB1ON=CC2=C1C=CC=C2OC